C(CCC)[Sn](N(C)C)(N(C)C)N(C)C z-butyltris(dimethylamino)tin